C(C1=CC=CC=C1)OC=1C(=CC(=C(N)C1)C)OC 5-Benzyloxy-4-methoxy-2-methyl-aniline